4-(9-oxo-9H-thioxanthen-2-yl)phenylsulfonium O=C1C2=CC=CC=C2SC=2C=CC(=CC12)C1=CC=C(C=C1)[SH2+]